(E)-7-(2-(4,4-Difluorocyclohexyl)vinyl)-2-methyl-2,3-dihydrobenzofuran-5-amine FC1(CCC(CC1)/C=C/C1=CC(=CC=2CC(OC21)C)N)F